CCCNCC(C1=CC(=C(C=C1)O)O)O propyladrenaline